CON(C(CCC1=CC=C(C=C1)OC(F)(F)F)=O)C N-Methoxy-N-methyl-3-(4-trifluoromethoxy-phenyl)-propanamide